8-(biphenyl-4-yl)-N-hydroxy-8-oxooctanamide C1(=CC=C(C=C1)C(CCCCCCC(=O)NO)=O)C1=CC=CC=C1